CC=1C=C2C=C(N=NC2=CC1C)C#CC=1N=CC(=C2C1OC=C2OC=2C=C(N(C)C)C=CC2)C 3-((7-((6,7-dimethylcinnolin-3-yl)ethynyl)-4-methylfuro[2,3-c]pyridin-3-yl)oxy)-N,N-dimethylaniline